9-(4-phenanthren-9-yl-phenyl)-3,6-di-quinolin-3-yl-9H-carbazole C1=CC=CC=2C3=CC=CC=C3C(=CC12)C1=CC=C(C=C1)N1C2=CC=C(C=C2C=2C=C(C=CC12)C=1C=NC2=CC=CC=C2C1)C=1C=NC2=CC=CC=C2C1